tert-butyl-3-{2-chloro-6-fluoro-3-[N-(3-fluoropropanesulfonyl)3-fluoropropanesulfonamido] phenoxy}2-methyl-6-nitrobenzoate C(C)(C)(C)OC(C1=C(C(=CC=C1[N+](=O)[O-])OC1=C(C(=CC=C1F)N(S(=O)(=O)CCCF)S(=O)(=O)CCCF)Cl)C)=O